NC1=NC=NN2C1=C(C=C2C=2C=CC(=C(C(=O)N[C@@H]1CN(C[C@@H]1F)C(=O)C1=C(C=NC=C1)Cl)C2)C)C(F)(F)F 5-[4-amino-5-(trifluoromethyl)pyrrolo[2,1-f][1,2,4]triazin-7-yl]-N-[(3R,4S)-1-(3-chloropyridine-4-carbonyl)-4-fluoropyrrolidin-3-yl]-2-methylbenzamide